ClC1=C(C=CC=C1)CC(=O)NC1=CC(=C(C=C1)C1=CN(C=C1)C(=O)OC(C)(C)C)S(N=CN(C)C)(=O)=O tert-Butyl 3-(4-{[(2-chlorophenyl)acetyl]amino}-2-{[(dimethylamino)methylene]sulfamoyl}phenyl)-1H-pyrrole-1-carboxylate